2-[3-[(2,2-dimethylpropyl)amino]pyridin-4-yl]-3-[(3-fluoro-2-methoxyphenyl)amino]-5H,6H,7H-pyrazolo[1,5-a]pyrazin-4-one CC(CNC=1C=NC=CC1C1=NN2C(C(NCC2)=O)=C1NC1=C(C(=CC=C1)F)OC)(C)C